3,9-Bis{2-[3-(3-tert-butyl-4-hydroxy-5-methylphenyl)propionyloxy]-1,1-dimethylethyl}-2,4,8,10-tetraoxaspiro[5.5]undecan C(C)(C)(C)C=1C=C(C=C(C1O)C)CCC(=O)OCC(C)(C)C1OCC2(CO1)COC(OC2)C(COC(CCC2=CC(=C(C(=C2)C)O)C(C)(C)C)=O)(C)C